1-methyl-7-nitro-1H-indazole CN1N=CC2=CC=CC(=C12)[N+](=O)[O-]